C1(CC1)NC(=O)NS(=O)(=O)C=1C=CC2=C(N(C=N2)CC2OCC2)C1 N-(cyclopropylcarbamoyl)-1-(oxetan-2-ylmethyl)-1H-benzimidazole-6-sulfonamide